COC1=CC=C(CN(S(=O)(=O)C2=C(C=CC(=C2C=2N=NN(N2)CC2=CC=C(C=C2)OC)I)S(=O)(=O)C[C@H](C)NC(OC(C)(C)C)=O)CC2=CC=C(C=C2)OC)C=C1 (S)-tert-butyl (1-((2-(N,N-bis(4-methoxybenzyl)sulfamoyl)-4-iodo-3-(2-(4-methoxybenzyl)-2H-tetrazol-5-yl)phenyl)sulfonyl)propan-2-yl)carbamate